FC1=CC=C2C(=C1)NC1=C2CCN2C(CCCC12)=O 10-fluoro-1H,2H,3H,4H,6H,7H,12bH-indolo[2,3-a]quinolizin-4-one